4-amino-7-(1-methylcyclopropyl)-N-(4-((methylthio)methyl)phenyl)-7H-pyrrolo[2,3-d]pyrimidine-5-carboxamide NC=1C2=C(N=CN1)N(C=C2C(=O)NC2=CC=C(C=C2)CSC)C2(CC2)C